[O-2].[Ta+5].[Ti+4] titanium-tantalum oxide